dinitro-2,2'-bipyridine [N+](=O)([O-])C1=C(C(=NC=C1)C1=NC=CC=C1)[N+](=O)[O-]